3-vinylphenyl-boronic acid C(=C)C=1C=C(C=CC1)B(O)O